C1=C2C3=CC=4OC5=C(C4C=C3C=CC2=CC=C1)C=CC=C5C#N Phenanthro[3,2-b]benzofuran-11-carbonitrile